ON1C(C(OC=2C1=CCC(C2)(O)OC)O)=O N-hydroxy-7-methoxy-2,7-dihydroxy-2H-1,4-benzoxazin-3(4H)-one